NC1=C2C(=NC=N1)N(N=C2C2=CC=C(C=C2)OC2=CC=CC=C2)C2CCC(CC2)CN2CC1N(C(C2)C1)C=1C=C2C(N(C(C2=CC1)=O)C1C(NC(CC1)=O)=O)=O 5-(3-((4-(4-amino-3-(4-phenoxyphenyl)-1H-pyrazolo[3,4-d]pyrimidin-1-yl)cyclohexyl)methyl)-3,6-diazabicyclo[3.1.1]heptan-6-yl)-2-(2,6-dioxopiperidin-3-yl)isoindoline-1,3-dione